[Pt](Cl)Cl.C(CCCC)=N pentaanimine platinum chloride